C(CCC)C(C1=CC(=C(S(=O)(=O)[O-])C=C1)C)(CCCC)CCCC tributylmethylTosylate